ClC1=CC=C(C=C1)NC(NC(NCCCCCCNC(NC(=N)N)=N)=N)=NC1=CC=C(C=C1)Cl.O=C([C@H](O)[C@@H](O)[C@H](O)[C@H](O)CO)O d-gluconic acid compound with N,N''-bis(4-chlorophenyl)-3,12-diimino-2,4,11,13-tetraazatetradecanediamidine